sodium 2,3-dichloropyridine-4-thiolate ClC1=NC=CC(=C1Cl)[S-].[Na+]